methyl rac-(2S,3S,4S,5R)-3-(3,4-difluoro-2-isopropoxy-phenyl)-4,5-dimethyl-5-(trifluoromethyl)tetrahydrofuran-2-carboxylate FC=1C(=C(C=CC1F)[C@H]1[C@H](O[C@]([C@H]1C)(C(F)(F)F)C)C(=O)OC)OC(C)C |r|